C1COC2(C=C3C(C[C@H]4[C@@H]5CC=C[C@@]5(C)CC[C@@H]4[C@]3(CC2)C)=C)O1 6-methyleneandrostadienone ethylene ketal